N-(3-chloro-2-fluorophenyl)-7-((4-methylpiperidin-4-yl)ethynyl)-6-nitroquinazolin-4-amine ClC=1C(=C(C=CC1)NC1=NC=NC2=CC(=C(C=C12)[N+](=O)[O-])C#CC1(CCNCC1)C)F